BrC=1C=C2CN(CC2=CC1)C(C(F)(F)F)(C)C 5-bromo-2-(1,1,1-trifluoro-2-methylpropan-2-yl)isoindoline